FC1=CC=CC=2C(=N[C@@H](C(NC21)=O)NC(=O)C=2C(=NN1C2O[C@H](CC1)COC)C1=C(C=CC=C1)F)C1=CC=CC=C1 (5R)-N-[(3S)-9-fluoro-2-oxo-5-phenyl-1,3-dihydro-1,4-benzodiazepine-3-yl]-2-(2-fluorophenyl)-5-(methoxymethyl)-6,7-dihydro-5H-pyrazolo[5,1-b][1,3]Oxazine-3-carboxamide